1-benzyl-6-(3,5-dimethylisoxazol-4-yl)-N-methyl-1H-imidazo[4,5-b]pyridine-2-amine C(C1=CC=CC=C1)N1C(=NC2=NC=C(C=C21)C=2C(=NOC2C)C)NC